tert-butyl 3-(4-amino-6-(4-(methoxycarbonyl) phenyl) imidazo[1,5-a][1,3,5]triazin-8-yl)-2,5-dihydro-1H-pyrrole-1-carboxylate NC1=NC=NC=2N1C(=NC2C=2CN(CC2)C(=O)OC(C)(C)C)C2=CC=C(C=C2)C(=O)OC